C1(=CC=CC=C1)N1NC(=CC1C1=C(C=CC=C1CCCC)CCCC)C=CC1=C(C=CC=C1CCCC)CCCC 1-phenyl-3-(2,6-di-n-butyl-styryl)-5-(2,6-di-n-butyl-phenyl)-pyrazoline